ClC=1C=C(C=C(C1F)Cl)C1(CC(=NO1)N1CC=2C=NC(=CC2C1)C(=O)NCC(C)(F)F)C(F)(F)F 2-(5-(3,5-dichloro-4-fluorophenyl)-5-(trifluoromethyl)-4,5-dihydroisoxazol-3-yl)-N-(2,2-difluoropropyl)-2,3-dihydro-1H-pyrrolo[3,4-c]pyridine-6-carboxamide